C1(=CC(=CC=C1)C1=NC(=NC=C1Cl)NC1CCN(CC1)C(CC1CCNCC1)=O)C1=CC=CC=C1 1-(4-((4-([1,1'-biphenyl]-3-yl)-5-chloropyrimidin-2-yl)amino)piperidin-1-yl)-2-(piperidin-4-yl)ethan-1-one